C(#C)C1=NC=CC(=C1C)C1=NC=2C=CC3=C(C2C=C1)C1=C(S3)C(N[C@@H](CN1)C)=O (R)-3-(2-ethynyl-3-methylpyridin-4-yl)-10-methyl-9,10,11,12-tetrahydro-8H-[1,4]diazepino[5',6':4,5]thieno[3,2-f]quinolin-8-one